2-bromo-2',3',3',7'-tetramethyl-2',3'-dihydrospiro-[fluorene-9,1'-indene]-13C BrC1=CC2=C(C=C1)C1=CC=CC=C1[13C]21C(C(C2=CC=CC(=C12)C)(C)C)C